C(C)OC1=CC=C(OC2=C(N=NN2)C(=O)O)C=C1 5-(4-ethoxyphenoxy)-1H-1,2,3-triazole-4-carboxylic acid